1-((3,3-difluoro-1-(trifluoromethyl)cyclobutyl)methyl)-3-(1,1-difluoroethyl)-4-methyl-N-(2-(methylsulfonyl)pyridin-4-yl)-1H-pyrazole-5-carboxamide FC1(CC(C1)(C(F)(F)F)CN1N=C(C(=C1C(=O)NC1=CC(=NC=C1)S(=O)(=O)C)C)C(C)(F)F)F